picolinate iridium(III) [Ir+3].N1=C(C=CC=C1)C(=O)[O-].N1=C(C=CC=C1)C(=O)[O-].N1=C(C=CC=C1)C(=O)[O-]